OCC(CO)(CO)NCC(CS(=O)(=O)O)O 3-[[1,3-dihydroxy-2-(hydroxymethyl)propan-2-yl]amino]-2-hydroxypropane-1-Sulphonic acid